{3-chloro-6-[2-(dimethylphosphoryl)pyrimidin-5-yl]-7-fluoro-2-methyl-1,5-naphthyridin-4-yl-(amino)propyl}-4-fluorobenzonitrile ClC=1C(=NC2=CC(=C(N=C2C1C(CCC1=C(C#N)C=CC(=C1)F)N)C=1C=NC(=NC1)P(=O)(C)C)F)C